C(#C)C=1C=CC(=C2C=CC=NC12)N1C[C@@H](O[C@@H](C1)C)C(=O)OC methyl (2R,6R)-4-(8-ethynyl-5-quinolyl)-6-methyl-morpholine-2-carboxylate